5-[(2R)-4-fluoro-6-hydroxy-2-({[2-(oxolan-3-yl)ethyl]amino}methyl)-2,3-dihydro-1-benzofuran-5-yl]-1λ6,2,5-thiadiazolidine-1,1,3-trione FC1=C(C(=CC2=C1C[C@@H](O2)CNCCC2COCC2)O)N2CC(NS2(=O)=O)=O